C(C)(C)OC1=NN(C=C1NC=O)C1CCC(CC1)=O N-(3-isopropoxy-1-(4-oxocyclohexyl)-1H-pyrazol-4-yl)carboxamide